1-i-butene C=C(C)C